COC=1C=C2C(=NC=NC2=CC1OC)OC1=C2C=CC=C(C2=CC=C1)NC(=O)NC1=NOC(=C1)C 1-(5-((6,7-dimethoxyquinazolin-4-yl)oxy)naphthalen-1-yl)-3-(5-methylisoxazol-3-yl)urea